(3R)-N-(5-phenyl-1H-indazol-3-yl)piperidine-3-carboxamide hydrochloride Cl.C1(=CC=CC=C1)C=1C=C2C(=NNC2=CC1)NC(=O)[C@H]1CNCCC1